FC1=C(C(=C(C(=C1OB([O-])[O-])F)F)F)F (pentafluorophenyl)-borat